6,7-Dimethoxycinnolin-4(1H)-one COC=1C=C2C(C=NNC2=CC1OC)=O